C(#N)C1=C(C(=C2C(C=COC2=C1)=O)Br)Br 7-cyano-5,6-dibromo-4H-chromen-4-one